di-(1-hexyl)phenylphosphine C(CCCCC)P(C1=CC=CC=C1)CCCCCC